2-tetrahydropyran-4-yl-5-(4,4,5,5-tetramethyl-1,3,2-dioxaborolan-2-yl)-1,3-benzothiazole O1CCC(CC1)C=1SC2=C(N1)C=C(C=C2)B2OC(C(O2)(C)C)(C)C